4-(methylcarbamoyl)cubane-1-carboxylic acid CNC(=O)C12C3C4C5(C(C14)C2C53)C(=O)O